(2-(oxazol-5-yl)pyridin-4-yl)methylamine O1C=NC=C1C1=NC=CC(=C1)CN